FC=1C=2C=3N(C(=NC2C=CC1)NC=1C(N=CC=CC1)=O)N=C(N3)C3=CC(=CC=C3)OC (3R)-3-{[10-fluoro-2-(3-methoxyphenyl)[1,2,4]triazolo[1,5-c]quinazolin-5-yl]amino}azepin-2-one